1-(3,4-dimethoxyphenyl)-N-[[2-(1-piperidyl)-4-pyridyl]methyl]-methanamin COC=1C=C(C=CC1OC)CNCC1=CC(=NC=C1)N1CCCCC1